C(C)(C)OC(C(CC(C)(C)C)C1=C(C=C(C=C1)OC)F)=O 2-(2-fluoro-4-methoxyphenyl)-4,4-dimethylpentanoic acid isopropyl ester